The molecule is a Delta(7)-dafachronic acid that has S configuration at position 25 (the carbon attached to the carboxy group). It has a role as a Caenorhabditis elegans metabolite. It is a conjugate acid of a (25S)-Delta(7)-dafachronate. C[C@H](CCC[C@H](C)C(=O)O)[C@H]1CC[C@@H]2[C@@]1(CC[C@H]3C2=CC[C@@H]4[C@@]3(CCC(=O)C4)C)C